2-chloro-N-(2,2,2-trifluoroethyl)-5-[(2S)-2-(trifluoromethylsulfonylamino)propoxy]thiophene-3-carboxamide ClC=1SC(=CC1C(=O)NCC(F)(F)F)OC[C@H](C)NS(=O)(=O)C(F)(F)F